NC=1C=2N(C3=CC(=CC=C3N1)C(=O)N([C@@H]1COC3=C1C=CC(=C3)C(F)(F)F)C)C=NC2Br (S)-4-amino-3-bromo-N-methyl-N-(6-(trifluoro-methyl)-2,3-dihydrobenzo-furan-3-yl)imidazo[1,5-a]quinoxaline-8-carboxamide